butyl 4-ethynyl-2-(4-(trifluoromethyl)phenyl)-5,8-dihydropyrido[3,4-d]pyrimidine-7(6H)-carboxylate C(#C)C=1C2=C(N=C(N1)C1=CC=C(C=C1)C(F)(F)F)CN(CC2)C(=O)OCCCC